7-((4-(2-methyl-6-(methylcarbamoyl)quinoxal-3-yl)piperazin-1-yl)methyl)-9-fluoro-2-methylpyrazolo[1,5-a]quinoxaline-4(5H)-one CC1=NC2=CC=C(C=C2N=C1N1CCN(CC1)CC=1C=C2NC(C=3N(C2=C(C1)F)N=C(C3)C)=O)C(NC)=O